[Cu].C(C(=C)C)(=O)N[C@@H](CCCN)C(=O)O methacryloyl-ornithine copper